1-[2-(2-chlorophenyl)-4-(trifluoromethyl)phenyl]sulfonyl-4-fluoro-N-[(E,1R)-4-(3,3-difluoroazetidin-1-yl)-1-methyl-4-oxo-but-2-enyl]piperidine-4-carboxamide ClC1=C(C=CC=C1)C1=C(C=CC(=C1)C(F)(F)F)S(=O)(=O)N1CCC(CC1)(C(=O)N[C@@H](\C=C\C(=O)N1CC(C1)(F)F)C)F